C(C)C1(OCC2=CC=C(C=C12)OC1=NC=C(C=N1)N1C(NC(C1=O)(C)C)=O)CC 3-[2-[(3,3-diethyl-1H-isobenzofuran-5-yl)oxy]pyrimidin-5-yl]-5,5-dimethyl-imidazolidine-2,4-dione